C1(CC1)C=1C=C(C=C(C1)N1N=C(C=C1C)C)[C@@H](CN1CC2(C1)CN(CC2(F)F)C(=O)OC(C)(C)C)CC(=C=O)OC tert-butyl (S)-2-(2-(3-cyclopropyl-5-(3,5-dimethyl-1H-pyrazol-1-yl)phenyl)-4-methoxy-4-carbonylbutyl)-8,8-difluoro-2,6-diazaspiro[3.4]octane-6-carboxylate